CC1(C2C(N(C(C12)=O)CC1=CC2=NC=CC(=C2S1)C1=CC(=C(N1C[C@@H]1CN(CCO1)C(=O)OC(C)(C)C)C)[N+](=O)[O-])=O)C tert-butyl (2R)-2-((5-(2-((6,6-dimethyl-2,4-dioxo-3-azabicyclo[3.1.0]hexan-3-yl)methyl)thieno[3,2-b]pyridin-7-yl)-2-methyl-3-nitro-1H-pyrrol-1-yl)methyl)morpholine-4-carboxylate